1-[3-(2-methoxyethoxy)-4-phenoxyphenyl]-3-methylurea COCCOC=1C=C(C=CC1OC1=CC=CC=C1)NC(=O)NC